[I-].CN(C=1C=CC=2NC3=CC=C(C=C3[SH+]C2C1)N(C)C)C 3,7-BIS(DIMETHYLAMINO)PHENOTHIAZINE-5-YLIUM IODIDE